(3R)-3-((1-(((tert-butyldimethylsilyl)oxy)methyl)cyclopropyl)methoxy)-3-(4-chlorophenyl)-2-((S)-1-(4-chlorophenyl)ethyl)-6-(2-hydroxy-1-methoxypropan-2-yl)isoindolin-1-one [Si](C)(C)(C(C)(C)C)OCC1(CC1)CO[C@]1(N(C(C2=CC(=CC=C12)C(COC)(C)O)=O)[C@@H](C)C1=CC=C(C=C1)Cl)C1=CC=C(C=C1)Cl